2-Chloro-4-[1-[[4-[methyl(2-phenoxyethyl)amino]tetrahydropyran-4-carbonyl]amino]cyclopropyl]benzoic acid, hydrochloride Cl.ClC1=C(C(=O)O)C=CC(=C1)C1(CC1)NC(=O)C1(CCOCC1)N(CCOC1=CC=CC=C1)C